COC1=C(C=C(C(=C1)N1CCC(CC1)N1CCN(CC1)C)C)NC=O N-(2-methoxy-5-methyl-4-(4-(4-methylpiperazin-1-yl)piperidin-1-yl)phenyl)carboxamide